NC=1N=NC(=CC1N1C[C@H]2CC[C@@H](C1)N2C=2C=C(O[C@@H]1CN(CC1)C(=O)OC(C)(C)C)C=CC2)Cl tert-butyl (3S)-3-[3-[(1R,5S)-3-(3-amino-6-chloro-pyridazin-4-yl)-3,8-diazabicyclo[3.2.1]octan-8-yl]phenoxy]pyrrolidine-1-carboxylate